(S)-(4'-(tert-butyl)-6-(pyrrolidin-3-yloxy)-[1,1'-biphenyl]-3-yl)(4-(3-fluoro-5-(piperazin-1-yl)phenoxy)piperidin-1-yl)methanone dihydrochloride Cl.Cl.C(C)(C)(C)C1=CC=C(C=C1)C1=CC(=CC=C1O[C@@H]1CNCC1)C(=O)N1CCC(CC1)OC1=CC(=CC(=C1)N1CCNCC1)F